FC(C(=O)O)(F)F.C1(CCCC1)[C@@H](CC#N)N1N=CC(=C1)C=1C2=C(N=CN1)NC=C2 (3R)-3-cyclopentyl-3-[4-(7H-pyrrolo-[2,3-d]pyrimidin-4-yl)-1H-pyrazol-1-yl]propanenitrile trifluoroacetate salt